ClC1=C(C(=C(C=C1OC)OC)Cl)N1C(N(C2=NC(=NC=C2C1)NC1=CC=CC=C1)C1CN(CC1)C(C=CCN(C)C)=O)=O 3-(2,6-dichloro-3,5-dimethoxyphenyl)-1-(1-(4-(dimethylamino)but-2-enoyl)pyrrolidin-3-yl)-7-(phenylamino)-3,4-dihydropyrimido[4,5-d]pyrimidin-2(1H)-one